ClC1=C(C=C(C2=CN(N=C12)C(C(=O)NC=1SC=CN1)C1=C2N(C=N1)C[C@@H](C2)F)C)C2=CC=C(C=C2)C2CCN(CC2)CCOC 2-(7-Chloro-6-(4-(1-(2-methoxyethyl)piperidin-4-yl)phenyl)-4-methyl-2H-indazol-2-yl)-2-((R)-6-fluoro-6,7-dihydro-5H-pyrrolo[1,2-c]imidazol-1-yl)-N-(thiazol-2-yl)acetamide